tert-Butyl (2S)-2-(cyanomethyl)-4-(2'-(((S)-pyrrolidin-2-yl)methoxy)-2,3,5',8'-tetrahydro-6'H-spiro[indene-1,7'-quinazolin]-4'-yl)piperazine-1-carboxylate C(#N)C[C@@H]1N(CCN(C1)C1=NC(=NC=2CC3(CCC12)CCC1=CC=CC=C13)OC[C@H]1NCCC1)C(=O)OC(C)(C)C